C(C)C1=NC(=NO1)C=1C=C2CC[C@H](C2=CC1)NC(=O)C=1C=NN(C1)CC1(COC1)C (R)-N-(5-(5-ethyl-1,2,4-oxadiazol-3-yl)-2,3-dihydro-1H-inden-1-yl)-1-((3-methyloxetan-3-yl)methyl)-1H-pyrazole-4-carboxamide